F[C@H]1CN(CC[C@@H]1NC(=O)C1(CC1)CC1=CC(=CC(=C1)OC)F)C(=O)OC(C)(C)C tert-butyl (3S,4S)-3-fluoro-4-(1-(3-fluoro-5-methoxybenzyl)cyclopropane-1-carboxamido)piperidine-1-carboxylate